(3-chloro-6-(difluoromethyl)-2-fluorophenyl)-N-(1-((S)-2-hydroxy-1-(4-methyl-2-((1S,5R)-2-oxo-3-azabicyclo[3.1.0]hex-3-yl)pyrimidin-5-yl)ethyl)-1H-pyrazol-4-yl)pyrazine-2-carboxamide ClC=1C(=C(C(=CC1)C(F)F)C=1C(=NC=CN1)C(=O)NC=1C=NN(C1)[C@H](CO)C=1C(=NC(=NC1)N1C([C@H]2C[C@H]2C1)=O)C)F